CC1N(C(CCC1)C)C(=O)OC(C)(C)C tert-butyl 2,6-dimethylpiperidine-1-carboxylate